5-formyl-N,4-dimethylpyridinecarboxamide C(=O)C=1C(=CC(=NC1)C(=O)NC)C